ethyl 2-methyl-8-(trifluoromethanesulfonyloxy)imidazo[1,2-b]pyridazine-7-carboxylate CC=1N=C2N(N=CC(=C2OS(=O)(=O)C(F)(F)F)C(=O)OCC)C1